NC1=C(C=2C=NC(=C(C2N1C1=C(C=CC=2NN=NC21)C)Br)C2CC2)C(=O)N 2-amino-7-bromo-6-cyclopropyl-1-(5-methyl-1H-benzotriazol-4-yl)pyrrolo[3,2-c]pyridine-3-carboxamide